[2-Hydroxy-4-(Octyloxy)phenyl](phenyl)methanone OC1=C(C=CC(=C1)OCCCCCCCC)C(=O)C1=CC=CC=C1